di-tertiary butoxytitanium bismethyl-acetoacetate CC(C(CC(=O)[O-])=O)C.C(C)(C)(C)O[Ti+2]OC(C)(C)C.CC(C(CC(=O)[O-])=O)C